3-(4-tetrahydropyran-4-ylphenyl)azetidine hydrochloride Cl.O1CCC(CC1)C1=CC=C(C=C1)C1CNC1